ClC1=C(C(=NC=C1)C(COC)=O)F 1-(4-chloro-3-fluoropyridin-2-yl)-2-methoxyethanone